FC1([C@@H](COC1)NC(N([C@H](C)C1=NC=NC=C1)C)=O)F 3-[(3R)-4,4-difluorotetrahydrofuran-3-yl]-1-methyl-1-[(1R)-1-pyrimidin-4-ylethyl]urea